α-linolenoyl-aminovaleric acid C(CCCCCCC\C=C/C\C=C/C\C=C/CC)(=O)C(C(=O)O)(CCC)N